(6aR,7R,10aS)-4-(2-fluorophenyl)-7,10a-dimethyl-2-(3-methylpyridin-4-yl)-8-oxo-5,6,6a,7,8,10a-hexahydrobenzo[h]quinazoline-9-carbonitrile FC1=C(C=CC=C1)C1=NC(=NC=2[C@]3([C@H](CCC12)[C@H](C(C(=C3)C#N)=O)C)C)C3=C(C=NC=C3)C